NC=1N=C(SC1C(C1=CC=C(C=C1)OC(F)F)=O)N(C1=CC2=C(OC(O2)(F)F)C=C1)C(C(=O)N)C [[4-Amino-5-[4-(difluoromethoxy)benzoyl]thiazol-2-yl]-(2,2-difluoro-1,3-benzodioxol-5-yl)amino]propanamid